2-(4-((4-(4-chlorophenyl)-5-oxo-4,5-dihydro-1H-1,2,4-triazol-1-yl)methyl)-2,6-Dimethylphenoxy)-2-methylpropionic acid ClC1=CC=C(C=C1)N1C=NN(C1=O)CC1=CC(=C(OC(C(=O)O)(C)C)C(=C1)C)C